ethyl 4-methoxy-5-propyl-isothiazole-3-carboxylate COC=1C(=NSC1CCC)C(=O)OCC